Cl.NC[C@@H]1C[C@@H](NC1)CNC(=O)C=1NC2=CC(=CC=C2C1)C1=CC=C(C=C1)F N-(((2R,4S)-4-(aminomethyl)pyrrolidin-2-yl)methyl)-6-(4-fluorophenyl)-1H-indole-2-carboxamide hydrochloride